ClC1=C(C=CC=C1N1C(NC2=NC(=CN=C2C1=O)Cl)=O)C1=NN(C=C1C(=O)N)C (2-chloro-3-(7-chloro-2,4-dioxo-1,2-dihydropteridin-3(4H)-yl)phenyl)-1-methyl-1H-pyrazole-4-carboxamide